2-(8-(3-(4-fluorophenyl)-1-(methyl-d3)-1H-pyrazol-4-yl)imidazo[1,2-b]pyridazin-2-yl)propan-2-ol FC1=CC=C(C=C1)C1=NN(C=C1C=1C=2N(N=CC1)C=C(N2)C(C)(C)O)C([2H])([2H])[2H]